(3R)-oxolane-3-yl 4-methylbenzene-1-sulfonate CC1=CC=C(C=C1)S(=O)(=O)O[C@H]1COCC1